[Si](C)(C)(C(C)(C)C)OCC=1C(=C(C(=O)OC)C=CC1)F methyl 3-(((tert-butyldimethylsilyl) oxy) methyl)-2-fluorobenzoate